8-[(3R)-4-[1-(4-Fluorophenyl)ethyl]-3-methylpiperazin-1-yl]-5-methyl-6-oxo-5,6-dihydro-1,5-naphthyridin-2,7-dicarbonitril FC1=CC=C(C=C1)C(C)N1[C@@H](CN(CC1)C1=C(C(N(C=2C=CC(=NC12)C#N)C)=O)C#N)C